1-phenylbutane-2-amine C1(=CC=CC=C1)CC(CC)N